[K].C1CCC2=C(C=3CCCC3C=C12)NC(=O)NS(=O)(=O)CCCNC N-((1,2,3,5,6,7-hexahydro-s-indacen-4-yl)carbamoyl)-3-(methylamino)propane-1-sulfonamide, potassium salt